ClC=1C=CC2=C(C[C@H](CC=3N2C(=NN3)C3CCC2(CCN(C2=O)C(C)C)CC3)O)C1 (5r,8r)-8-(8-chloro-5-hydroxy-5,6-dihydro-4H-[1,2,4]triazolo[4,3-a][1]benzazepin-yl)-2-(propan-2-yl)-2-azaspiro[4.5]decan-1-one